2-(5-(((1S,2S,3R,5S)-2-fluoro-8-azabicyclo[3.2.1]oct-6-en-3-yl)thio)pyrazin-2-yl)-5-(2-methoxypyridin-4-yl)phenol F[C@H]1[C@@H]2C=C[C@H](C[C@H]1SC=1N=CC(=NC1)C1=C(C=C(C=C1)C1=CC(=NC=C1)OC)O)N2